tert-butyl 4-(4-(1-isopropyl-6-oxo-1,6-dihydropyridin-3-yl)-1-(2-(methoxycarbonyl)allyl)-1H-pyrrolo[2,3-b]pyridin-2-yl)piperidine-1-carboxylate C(C)(C)N1C=C(C=CC1=O)C1=C2C(=NC=C1)N(C(=C2)C2CCN(CC2)C(=O)OC(C)(C)C)CC(=C)C(=O)OC